ClC1=C(C=CC=C1)CC(=O)NC1=CC(=NC=C1)N(C(C)=O)C1=CC(=C(C=C1)F)C#N N-{4-[2-(2-chlorophenyl)acetamido]pyridin-2-yl}-N-(3-cyano-4-fluorophenyl)acetamide